methyl (R)-5-bromo-1-((R)-2-((tert-butoxycarbonyl)amino)-3-hydroxypropyl)-3-fluoro-1,2,3,4-tetrahydrothieno[3,4-b]pyridine-7-carboxylate BrC=1SC(=C2N(C[C@@H](CC21)F)C[C@H](CO)NC(=O)OC(C)(C)C)C(=O)OC